1-(4,6-difluorobenzofuran-5-yl)-N-methylpropan-2-amine FC1=C(C(=CC2=C1C=CO2)F)CC(C)NC